3-methoxy-4-(1H-pyrazol-1-yl)anilinetriyl alcohol COC1=C(C(N(O)O)=CC=C1N1N=CC=C1)O